FC1=C(C(=CC(=C1)OC)F)N1C(=NC(=C1)C1=CC=CC=C1)NC(C1=CC=C(C=C1)OC(F)F)=O N-[1-(2,6-Difluoro-4-methoxyphenyl)-4-phenyl-1H-imidazol-2-yl]-4-(difluoromethoxy)benzamide